2-(1-(2-aminoethyl)-1H-imidazol-2-yl)-N-(4-methoxypyridin-2-yl)-5-methyl-6-(1-methyl-1H-pyrazol-3-yl)pyrrolo[2,1-f][1,2,4]triazin-4-amine NCCN1C(=NC=C1)C1=NN2C(C(=N1)NC1=NC=CC(=C1)OC)=C(C(=C2)C2=NN(C=C2)C)C